C(=O)O.S1(CC=CC=C1)=O thiopyran-1-oxide formate